3-cyclopropyl-1,2,5-oxadiazole 2-oxide C1(CC1)C1=[N+](ON=C1)[O-]